ClC=1C(=NC(=NC1)NC1CCOCC1)C1=CC=C2CN(C(C2=C1)=O)[C@@H](C(=O)N[C@H](C)C1=NC(=CC=C1)CNC)C (2R)-2-(6-{5-chloro-2-[(oxan-4-yl)amino]pyrimidin-4-yl}-1-oxo-2,3-dihydro-1H-isoindol-2-yl)-N-[(1R)-1-{6-[(methylamino)methyl]pyridin-2-yl}ethyl]propanamide